CNCC(=O)N[C@@H](CC(N)=O)C(=O)N1[C@@H](CCC1)C(=O)N[C@@H](C(C)C)C(=O)O N-methylglycyl-L-asparaginyl-L-prolyl-L-valine